CO[C@H]1COCC2=C1NC(C1=C2C=C(S1)C=1C=NNC1)=O |r| racemic-4-methoxy-8-(1H-pyrazol-4-yl)-1,3,4,5-tetrahydro-6H-pyrano[4,3-b]thieno[3,2-d]pyridin-6-one